C(C)(C)(C)[Si](C)(C)OCCCN1C(=CC2=CC=CC=C12)I tert-butyl-[3-(2-iodoindol-1-yl)propoxy]-dimethylsilane